ClCCCCCNC1=NC=NC2=CC(=CC=C12)F N-(5-chloropentyl)-7-fluoroquinazolin-4-amine